toluoyl benzoyl peroxide C(C1=CC=CC=C1)(=O)OOC(=O)C=1C(=CC=CC1)C